N1N=CC=2C=CC=NC21 pyrazolo[4,3]pyridine